C(C)(C)(C)OC(=O)N[C@@H](C(=O)OC)CC1CC2(C1)CCC2 Methyl (2R)-2-(tert-butoxycarbonylamino)-3-spiro[3.3]heptan-2-yl-propanoate